C(#N)C1CN(C1)S(=O)(=O)N1C[C@H](OCC1)C(=O)N(C)[C@@H](C(=O)N[C@H](C)C1=C(C=C(C=C1)C(F)(F)F)F)C (2S)-4-((3-cyano-1-azetidinyl)sulfonyl)-N-((2R)-1-(((1R)-1-(2-fluoro-4-(trifluoromethyl)phenyl)ethyl)amino)-1-oxo-2-propanyl)-N-methyl-2-morpholinecarboxamide